OC=1C=CC(=C(C1)B(O)O)C (5-hydroxy-2-methylphenyl)boronic acid